FC=1C=CC(=NC1)C=1C=NC=2N(C1)C=C(N2)COC2=CC=CC=C2 6-(5-fluoro-2-pyridinyl)-2-phenoxymethylimidazo[1,2-a]pyrimidine